10-fluoro-1-methoxy-5,6,6a,7-tetrahydro-4H-dibenzo[de,g]quinoline hydrochloride Cl.FC=1C=CC2=C(C3=C4C(CCNC4C2)=CC=C3OC)C1